tert-butyl 3-{[(1S)-1-cyano-2-{5-[3-(2H3)methyl-2-oxo-1,3-benzoxazol-5-yl]thiophen-2-yl}ethyl]carbamoyl}azetidine-1-carboxylate C(#N)[C@H](CC=1SC(=CC1)C=1C=CC2=C(N(C(O2)=O)C([2H])([2H])[2H])C1)NC(=O)C1CN(C1)C(=O)OC(C)(C)C